C(C)OC1=NC=CC=C1C=1C=C(C=2N(N1)C(=NC2C(C)C)C)NCC2=NN(C=N2)C 2-(2-ethoxy-3-pyridyl)-5-isopropyl-7-methyl-N-[(1-methyl-1,2,4-triazol-3-yl)methyl]imidazo[1,5-b]pyridazin-4-amine